CN(C)[SiH2]N(C)C di(dimethylamino)silane